N-[1-[[2-chloro-5-[3-(5,6-dihydro-4H-1,3-oxazin-2-yl)-4-hydroxy-phenyl]phenyl]methyl]-2-[4-(4-methyl-1,2,4-triazol-3-yl)anilino]-2-oxo-ethyl]-2-methyl-pyrazole-3-carboxamide ClC1=C(C=C(C=C1)C1=CC(=C(C=C1)O)C=1OCCCN1)CC(C(=O)NC1=CC=C(C=C1)C1=NN=CN1C)NC(=O)C=1N(N=CC1)C